5-((5-(trifluoromethyl)pyridin-3-yl)oxy)pyridin-3-amine FC(C=1C=C(C=NC1)OC=1C=C(C=NC1)N)(F)F